NCC=1C=C(C2=C(OCCO2)C1)N1C(CNCC1)CN 7-(aminomethyl)-5-(2-(aminomethyl)piperazin-1-yl)-2,3-dihydro-1,4-benzodioxine